ClC=1C=C(C(=O)NC)C=CC1C[C@@H](CNC(CC(C1(CC1)C(F)(F)F)C1=NC=CC(=C1)C)=O)N(C)C 3-chloro-4-((2S)-2-(dimethylamino)-3-(3-(4-methylpyridin-2-yl)-3-(1-(trifluoromethyl)cyclopropyl)propanamido)propyl)-N-methylbenzamide